(azidomethyl)benzoate N(=[N+]=[N-])COC(C1=CC=CC=C1)=O